NC1=C(C=C(C=C1C(F)(F)F)F)C(C)=O 1-(2-amino-5-fluoro-3-(trifluoromethyl)phenyl)ethan-1-one